4-[2-cyclopropyl-6-(4-fluoro-6-formyl-1-oxo-3H-isoindol-2-yl)pyridin-4-yl]-3-(4-methyl-1,2,4-triazol-3-yl)benzonitrile C1(CC1)C1=NC(=CC(=C1)C1=C(C=C(C#N)C=C1)C1=NN=CN1C)N1C(C2=CC(=CC(=C2C1)F)C=O)=O